5-(5'-Fluoro-4,6'-dimethyl-[3,4'-bipyridyl]-2'-yl)-3-(5-fluoropyridin-2-yl)-1,2,4-oxadiazole FC=1C(=CC(=NC1C)C1=NC(=NO1)C1=NC=C(C=C1)F)C=1C=NC=CC1C